2-Dicyclohexylphosphino-2',6'-dimethoxy-1,1'-biphenyl C1(CCCCC1)P(C1=C(C=CC=C1)C1=C(C=CC=C1OC)OC)C1CCCCC1